ClC1=CC=C(C(=N1)C(=O)OC)N[C@H](C)C1=CC(=CC=2C=3N(C(=NC12)CC)C=CN3)C (R)-methyl 6-chloro-3-(1-(5-ethyl-9-methylimidazo[1,2-c]quinazolin-7-yl)ethylamino)picolinate